NC=1C=C(C=CC1N)SC1=CC=C(C=C1)N1CCN(CC1)C(C)=O 1-(4-(4-((3,4-diaminophenyl)thio)phenyl)piperazin-1-yl)ethane-1-one